4-(7-((2-propylpentanoyl)oxy)-2H-chromen-3-yl)phenyl 2-propylpentanoate (4-(7-((2-ethylpentanoyl)oxy)-2H-chromen-3-yl)phenyl 2-ethylpentanoate) C(C)C(C(=O)OC1=CC=C2C=C(COC2=C1)C1=CC=C(C=C1)C(C(=O)O)(CCC)CC)CCC.C(CC)C(C(=O)OC1=CC=C(C=C1)C=1COC2=CC(=CC=C2C1)OC(C(CCC)CCC)=O)CCC